CN(CC(=O)O)C(CCCCCCCCCCCCCC)=O N-methyl-N-pentadecanoylglycine